4,6-difluoro-2-methylpyrimidine FC1=NC(=NC(=C1)F)C